2-Ethyl 5-(3-(azepan-1-yl)phenoxy)-1-(4-methoxybenzyl)-1H-1,2,3-triazole-4-carboxylate N1(CCCCCC1)C=1C=C(OC2=C(N=NN2CC2=CC=C(C=C2)OC)C(=O)OCC)C=CC1